4-(5-chloro-4-(cyclopropylsulfinyl)-2-methoxyphenyl)-N-(5-methoxy-1,3,4-thiadiazol-2-yl)-6-methylnicotinamide ClC=1C(=CC(=C(C1)C1=CC(=NC=C1C(=O)NC=1SC(=NN1)OC)C)OC)S(=O)C1CC1